CC1=CC(=NC(=N1)C1=NN(C=C1)C)N1CC2(C=3C=NC(=CC31)NC(C)=O)CC2 N-(1'-(6-methyl-2-(1-methyl-1H-pyrazol-3-yl)pyrimidin-4-yl)-1',2'-dihydrospiro[cyclopropane-1,3'-pyrrolo[3,2-c]pyridin]-6'-yl)acetamide